(R)-7-(4-(1-(2,2-difluoro-1-(4-fluorophenyl)propyl)-1H-pyrazol-4-yl)pyrimidin-2-yl)-[1,2,4]triazolo[1,5-a]pyridin-2-amine FC([C@@H](C1=CC=C(C=C1)F)N1N=CC(=C1)C1=NC(=NC=C1)C1=CC=2N(C=C1)N=C(N2)N)(C)F